The molecule is a purine ribonucleoside 5'-diphosphate that is ADP substituted at position N-6 by a dimethylallyl (isopentenyl) group. It is a purine ribonucleoside 5'-diphosphate and an adenosine 5'-phosphate. It derives from an ADP. It is a conjugate acid of a N(6)-(dimethylallyl)adenosine 5'-diphosphate(3-). CC(=CCNC1=C2C(=NC=N1)N(C=N2)[C@H]3[C@@H]([C@@H]([C@H](O3)COP(=O)(O)OP(=O)(O)O)O)O)C